C(C)(=O)C1=C2C=C(N(C(C2=CC=C1)=O)C)Cl 5-acetyl-3-chloro-2-methylisoquinolin-1(2H)-one